(E)-N-fluorenylmethoxycarbonyl-S-trityl-L-cysteine C1(=CC=CC=2C3=CC=CC=C3CC12)COC(=O)N[C@@H](CSC(C1=CC=CC=C1)(C1=CC=CC=C1)C1=CC=CC=C1)C(=O)O